C(C)(C)C1=CC2=C(C(NCC23CC3)=O)N1C 2'-Isopropyl-1'-methyl-5',6'-dihydrospiro[cyclopropane-1,4'-pyrrolo[2,3-c]pyridin]-7'(1'H)-one